COC1=C(C=C(C=C1)C)[C@@]1([C@@H](C1)C=1C(=NC(=CC1)C(C)C)OC)C(=O)NS(=O)(=O)C=1C=2C=CC(=NC2C=CC1)C (1R,2S)-1-(2-methoxy-5-methylphenyl)-2-[2-methoxy-6-(propan-2-yl)pyridin-3-yl]-N-(2-methylquinoline-5-sulfonyl)cyclopropane-1-carboxamide